OC[C@H](C1=CC=CC=C1)NC1=CC(=NC=C1C1=NC(=NO1)C1=NC=CC=C1)NC=1N=CC2=C(N1)C(OC2=O)(C)C (S)-2-((4-((2-hydroxy-1-phenylethyl)amino)-5-(3-(pyridin-2-yl)-1,2,4-oxadiazol-5-yl)pyridin-2-yl)amino)-7,7-dimethylfuro[3,4-d]pyrimidin-5(7H)-one